C(C1=CC=CO1)NCCCCCCNCC1=CC=CO1 N,N'-difurfuryl-1,6-hexylenediamine